cyclopropyl-4-fluoro-1,6,11-triazatricyclo[7.4.0.02,7]trideca-2(7),3,5,8-tetraen-10-one C1(CC1)C=1C=2N3CCNC(C3=CC2N=CC1F)=O